(1R,3R)-N1-(6-(aminomethyl)-3-chloro-6,7-dihydrospiro[cyclopenta[d]pyrazolo[1,5-a]pyrimidine-5,1'-cyclopentane]-8-yl)cyclopentane-1,3-diamine dihydrochloride Cl.Cl.NCC1CC=2C(=NC=3N(C2N[C@H]2C[C@@H](CC2)N)N=CC3Cl)C13CCCC3